N-(tert-butyl)-3-((2-((4-(1-((2-(2,6-dioxopiperidin-3-yl)-6-fluoro-1-oxoisoindolin-5-yl)methyl)piperidin-4-yl)phenyl)amino)-5-methylpyrimidin-4-yl)amino)benzenesulfonamide C(C)(C)(C)NS(=O)(=O)C1=CC(=CC=C1)NC1=NC(=NC=C1C)NC1=CC=C(C=C1)C1CCN(CC1)CC=1C=C2CN(C(C2=CC1F)=O)C1C(NC(CC1)=O)=O